FC1=C(C=CC(=C1C)F)C1(CN(C(C2=CN=CC(=C12)F)=O)C1=NC=C(C=C1)CO)C 4-(2,4-difluoro-3-methylphenyl)-5-fluoro-2-[5-(hydroxymethyl)pyridin-2-yl]-4-methyl-3,4-dihydro-2,7-naphthyridin-1(2H)-one